NC(CCCC=1C(=NN(C1NC([O-])=O)C)C)C (4-(4-aminopentyl)-1,3-dimethyl-1H-pyrazol-5-yl)carbamate